(R)-N-(6-(4-chlorophenyl)pyrimidin-4-yl)-4-cyanomorpholine-2-carboxamide ClC1=CC=C(C=C1)C1=CC(=NC=N1)NC(=O)[C@H]1CN(CCO1)C#N